tert-butyl 4-chloro-2,2a,5,6-tetraazabenzo[cd]azulene-6(7H)-carboxylate ClC=1N=C2C=3N(N=CC3C=CCN2C(=O)OC(C)(C)C)C1